4-(4-(((1-(dimethylamino)cyclobutyl)methyl)(methyl)amino)-8-fluoro-2-(((2R,7aS)-2-fluorotetrahydro-1H-pyrrolizin-7a(5H)-yl)methoxy)pyrido[4,3-d]pyrimidin-7-yl)-5-ethylnaphthalen-2-ol CN(C1(CCC1)CN(C=1C2=C(N=C(N1)OC[C@]13CCCN3C[C@@H](C1)F)C(=C(N=C2)C2=CC(=CC1=CC=CC(=C21)CC)O)F)C)C